COC1=CC=C(C=C1)C(OC[C@H](CO)O[C@H](CO)N1C(NC(C=C1)=O)=O)(C1=CC=CC=C1)C1=CC=C(C=C1)OC 1-[(1R)-1-{[(2S)-1-[bis(4-methoxyphenyl)(phenyl)methoxy]-3-hydroxypropane-2-yl]oxy}-2-hydroxyethyl]-3H-pyrimidine-2,4-dione